5-((Bis(2-aminoethyl)amino)methyl)-N-(4-((4-(3,5-dichlorophenyl)piperazin-1-yl)sulfonyl)-phenyl)-2-(N-methylmethylsulfonamido)benzamide NCCN(CCN)CC=1C=CC(=C(C(=O)NC2=CC=C(C=C2)S(=O)(=O)N2CCN(CC2)C2=CC(=CC(=C2)Cl)Cl)C1)N(S(=O)(=O)C)C